5-[(6-amino-3-methyl-2-oxo-benzimidazol-1-yl)methyl]-5-ethyl-oxazolidin-2-one NC=1C=CC2=C(N(C(N2C)=O)CC2(CNC(O2)=O)CC)C1